(S)-N-(1-(5-(4-Chloro-2-methoxyphenyl)oxazol-2-yl)-7-oxononyl)-8-methyl-1-oxa-2,8-diazaspiro[4.5]dec-2-en-3-carboxamid ClC1=CC(=C(C=C1)C1=CN=C(O1)[C@H](CCCCCC(CC)=O)NC(=O)C1=NOC2(C1)CCN(CC2)C)OC